tert-butyl (4-(6-chloro-8-methoxy-3-neopentyl-4-oxo-3,4-dihydroquinazolin-2-yl)butyl)(methyl)carbamate ClC=1C=C2C(N(C(=NC2=C(C1)OC)CCCCN(C(OC(C)(C)C)=O)C)CC(C)(C)C)=O